N-(2-((Methylamino)methyl)benzyl)-N-(2-oxo-2-((2'-oxo-1,1',2',3-tetrahydrospiro[indene-2,3'-pyrrolo[2,3-b]pyridin]-5-yl)amino)ethyl)-2,8-diazaspiro[4.5]decane-2-carboxamide CNCC1=C(CN(C(=O)N2CC3(CC2)CCNCC3)CC(NC=3C=C2CC4(C(NC5=NC=CC=C54)=O)CC2=CC3)=O)C=CC=C1